2-(1-(3-chlorophenyl)-1H-pyrazol-3-yl)-N-(3-cyclopropyl-1H-pyrazol-5-yl)acetamide ClC=1C=C(C=CC1)N1N=C(C=C1)CC(=O)NC1=CC(=NN1)C1CC1